ClC=1C=2C(N=C3N(C2C=CC1)C1=CC=C(C=C1C3(C)C)C3CCN(CC3)C[C@@H]3CNCC3)=O (S)-4-chloro-7,7-dimethyl-9-(1-(pyrrolidin-3-ylmethyl)piperidin-4-yl)indolo[1,2-a]quinazolin-5(7H)-one